BrC=1C=NC=C(C1C=O)Br 3,5-dibromo-4-pyridinecarboxaldehyde